(R)-(5-fluoro-2-methoxyphenyl)(1-(benzenesulfonyl)-1H-indol-2-yl)methylamine FC=1C=CC(=C(C1)NCC=1N(C2=CC=CC=C2C1)S(=O)(=O)C1=CC=CC=C1)OC